C1C(=O)N=NN1C2=CC=CC=C2 N-phenyltriazolinone